ClC1=CC(=C(C=C1)C(CC(=O)O)(F)F)F 4-chloro-β,β,2-trifluoro-benzenepropanoic acid